tert-butyl 2-(6-(2-(2-(4-(N,N-bis(4-methoxybenzyl)sulfamoyl)-1H-pyrazol-1-yl)-2-methylpropoxy)pyridin-4-yl)-4-(difluoromethoxy)-3-fluoro-2-isopropylphenyl)-acetate COC1=CC=C(CN(S(=O)(=O)C=2C=NN(C2)C(COC2=NC=CC(=C2)C2=CC(=C(C(=C2CC(=O)OC(C)(C)C)C(C)C)F)OC(F)F)(C)C)CC2=CC=C(C=C2)OC)C=C1